NC(CO)CC1=CC=CC=C1 (+)-2-amino-3-phenyl-1-propanol